C(N)(OC1=NC=CC2=C(C=CC=C12)NCC=1C=NC(=CC1)OCC1CC=2N(CC1)C=CN2)=O (5-(((6-((5,6,7,8-tetrahydroimidazo[1,2-a]pyridin-7-yl) methoxy) pyridin-3-yl) methyl) amino) isoquinolin-1-yl) carbamate